tris(2,4-dicumylphenyl)pentaerythritol diphosphite OP(O)OP(O)O.C(C)(C)(C1=CC=CC=C1)C1=C(C=CC(=C1)C(C)(C)C1=CC=CC=C1)C(C(C(O)(C1=C(C=C(C=C1)C(C)(C)C1=CC=CC=C1)C(C)(C)C1=CC=CC=C1)C1=C(C=C(C=C1)C(C)(C)C1=CC=CC=C1)C(C)(C)C1=CC=CC=C1)(CO)CO)O